N-((S)-1-methoxypropan-2-yl)-1-(((S)-3-methyl-6-(4,4,4-trifluorobutoxy)-3,4-dihydronaphthalen-2-yl)methyl)azetidine-3-carboxamide COC[C@H](C)NC(=O)C1CN(C1)CC1=CC2=CC=C(C=C2C[C@@H]1C)OCCCC(F)(F)F